CC1=CC=C(C=C1)C1C2(C3=CC=CC=C3C1)CCC(CC2)=O 2'-(4-methylphenyl)-2',3'-dihydrospiro[cyclohexane-1,1'-indene]-4-one